C(C)(C)(C)C1=CC=C(OC2=CC=C(C=N2)N)C=C1 6-(4-(tert-butyl)phenoxy)pyridin-3-amine